rac-1-(((1r,3r)-3-((tert-butyldiphenylsilyl)oxy)cyclobutyl)methyl)-4-(2,3-dichloro-6-hydroxyphenyl)pyrrolidine-2-thione [Si](C1=CC=CC=C1)(C1=CC=CC=C1)(C(C)(C)C)OC1CC(C1)CN1C(C[C@@H](C1)C1=C(C(=CC=C1O)Cl)Cl)=S |r|